ClC1=CC=C(C=C1)CNS(=O)(=O)C1=CC=C(C=C1)NC(NCC=1C=NC=CC1)=O 3-(4-{[(4-chlorophenyl)methyl]sulfamoyl}phenyl)-1-(pyridin-3-ylmethyl)urea